4-((2-methoxy-3-(pyrimidin-2-yl)phenyl)amino)-N-(methyl-d3)-6-((6-(trifluoromethyl)pyridazin-3-yl)amino)pyridazine-3-carboxamide COC1=C(C=CC=C1C1=NC=CC=N1)NC1=C(N=NC(=C1)NC=1N=NC(=CC1)C(F)(F)F)C(=O)NC([2H])([2H])[2H]